ClC1=CC=2C(N3C(NC2C=C1)C(CC3)(C)C)=O 7-chloro-3,3-dimethyl-1,2,3,3a,4,9-hexahydropyrrolo[2,1-b]quinazolin-9-one